t-butyl N-[(E)-2-[[2-(2-ethoxyethyl)-1-oxo-3,4-dihydroisoquinolin-6-yl]oxymethyl]-3-fluoro-allyl]carbamate C(C)OCCN1C(C2=CC=C(C=C2CC1)OC\C(\CNC(OC(C)(C)C)=O)=C\F)=O